(S)-2-(4-methoxyphenyl)-5-(piperidin-3-yl)-2,4-dihydro-3H-1,2,4-triazol-3-one COC1=CC=C(C=C1)N1N=C(NC1=O)[C@@H]1CNCCC1